5-(phenoxymethyl)-1-(quinoxalin-2-yl)piperidin-2-one O(C1=CC=CC=C1)CC1CCC(N(C1)C1=NC2=CC=CC=C2N=C1)=O